2-methoxy-4-methylphenyl 1-naphthoate C1(=CC=CC2=CC=CC=C12)C(=O)OC1=C(C=C(C=C1)C)OC